ClC=1C=C(C=C(C1)S(=O)(=O)C)NC(=O)C1=CN(C(=C1)C1=NC=C(C=N1)N1CC2(C1)CC(C2)(F)F)C N-(3-chloro-5-(methylsulfonyl)phenyl)-5-(5-(6,6-difluoro-2-azaspiro[3.3]hept-2-yl)pyrimidin-2-yl)-1-methyl-1H-pyrrole-3-carboxamide